N-{2-fluoro-6-[4-(propan-2-yl)piperazin-1-yl]phenyl}-4-methyl-4-[5-(trifluoromethyl)-1,2,4-oxaDiazol-3-yl]piperidine-1-carboxamide FC1=C(C(=CC=C1)N1CCN(CC1)C(C)C)NC(=O)N1CCC(CC1)(C1=NOC(=N1)C(F)(F)F)C